sodium monostearyl-sodium stearyl-succinate C(CCCCCCCCCCCCCCCCC)C(C(=O)[O-])CC(=O)[O-].C(CCCCCCCCCCCCCCCCC)[Na].[Na+].[Na+]